TetralinCarboxylate C1(CCCC2=CC=CC=C12)C(=O)[O-]